NC=1C2=C(N=CN1)N(C(=C2C2=CC=C(C=C2)C(=O)N2CCC(CC2)F)C2=CC=C(C=C2)NC(C(=C)C)=O)C N-(4-(4-amino-5-(4-(4-fluoropiperidine-1-carbonyl)phenyl)-7-methyl-7H-pyrrolo[2,3-d]pyrimidin-6-yl)phenyl)methacrylamide